C1(CCCCC1)N1N=NN=C1CN(\C(=N\O)\N)CC1=CC=C(C=C1)OC (E)-1-((1-Cyclohexyl-1H-tetrazol-5-yl)methyl)-2-hydroxy-1-(4-methoxybenzyl)guanidine